C1(CCC1)CN(C(OC(C)(C)C)=O)CC=1C=CC=2N(C1)C=C(N2)CN2N=NC(=C2)C2=C1C=NN(C1=CC(=C2)[SiH2]C)C2OCCCC2 Tert-butyl (cyclobutylmethyl)((2-((4-(6-(methylsilyl)-1-(tetrahydro-2H-pyran-2-yl)-1H-indazol-4-yl)-1H-1,2,3-triazol-1-yl)methyl)imidazo[1,2-a]pyridin-6-yl)methyl)carbamate